C(CCC\C=C/C\C=C/C\C=C/C\C=C/CCCCC)(=O)N[C@@H](CCSC)C(=O)O N-arachidonoyl-methionine